[Ni].[Zn].O water zinc-nickel